2-{[(1S,2R)-2-hydroxycyclopentylamino]methyl}-4-cyclopropyl-6-(6-cyclopropyl-4-{4-fluoro-2-[(3-fluoro-1-azetidinyl)carbonyl]phenyl}-2-pyridyl)-1,6-dihydro-1,6-diaza-7-indenone O[C@H]1[C@H](CCC1)NCC=1NC=2C(N(C=C(C2C1)C1CC1)C1=NC(=CC(=C1)C1=C(C=C(C=C1)F)C(=O)N1CC(C1)F)C1CC1)=O